3,4,5-trichloropyridine-2,6-dinitrile ClC=1C(=NC(=C(C1Cl)Cl)C#N)C#N